2,4,6,7-tetrahydro-pyrano[4,3-c]pyrazole N=1NC=C2C1CCOC2